4-(3-chloro-4-fluorophenyl)-N-methylthiazole-5-carboxamide ClC=1C=C(C=CC1F)C=1N=CSC1C(=O)NC